tert-Butyl 2-(4-(diethoxyphosphoryl)phenyl)-4-methylpiperidine-1-carboxylate C(C)OP(=O)(OCC)C1=CC=C(C=C1)C1N(CCC(C1)C)C(=O)OC(C)(C)C